1-(6-((2-((3s,4r)-3-fluoro-4-hydroxy-3-methylpiperidin-1-yl)pyrimidin-4-yl)amino)-4-isopropyl-1-hydroxy-2,7-naphthyridin-1-yl)-N,N-dimethyl-azetidine-3-carboxamide F[C@]1(CN(CC[C@H]1O)C1=NC=CC(=N1)NC=1C=C2C(=CNC(C2=CN1)(O)N1CC(C1)C(=O)N(C)C)C(C)C)C